6-[2-(4-azaspiro[2.5]octan-7-yl)-7-fluoro-indazol-5-yl]-2,8-dimethyl-imidazo[1,2-b]pyridazine C1CC12NCCC(C2)N2N=C1C(=CC(=CC1=C2)C=2C=C(C=1N(N2)C=C(N1)C)C)F